CN1N=CC(=C1)CCNC(=O)C1=CC2=C(N3C(S2)=NC(=C3)C3=CC=C(C=C3)C(NC)=O)C=C1 N-(2-(1-methyl-1H-pyrazol-4-yl)ethyl)-2-(4-(methylcarbamoyl)phenyl)benzo[d]imidazo[2,1-b]thiazole-7-carboxamide